C([C@H](O)CC(=O)[O-])(=O)[O-] D-malate